(1H-indol-3-yl)-3,3-dimethyl-2-oxo-1-(thiophen-3-ylmethyl)-2,3-dihydro-1H-pyrrolo[3,2-b]pyridine-6-carboxamide N1C=C(C2=CC=CC=C12)C1=C(C=C2C(=N1)C(C(N2CC2=CSC=C2)=O)(C)C)C(=O)N